ONC(=O)C=1C=2CN(C(C2C=CC1)(C)C)C=1C=NC(=CC1)C(F)(F)F N-hydroxy-1,1-dimethyl-2-(6-(trifluoromethyl)pyridin-3-yl)isoindoline-4-carboxamide